(2R,5S,12R)-12-cyclohexyl-2-[2-(3,4-dimethoxyphenyl)ethyl]-3,20-dioxa-10,13,17-triazatricyclo[19.3.1.05,10]pentacosa-1(25),21,23-triene-4,11,14,18-tetrone C1(CCCCC1)[C@@H]1C(N2CCCC[C@H]2C(O[C@@H](C=2C=CC=C(OCC(NCCC(N1)=O)=O)C2)CCC2=CC(=C(C=C2)OC)OC)=O)=O